(R)-N-(6-methoxy-2-methyl-2H-indazol-5-yl)-4-(3-methylpiperazin-1-yl)-2,3-dihydro-1H-pyrrolo[2,3-b]pyridine-1-carboxamide 2,2,2-trifluoroacetate FC(C(=O)O)(F)F.COC=1C(=CC2=CN(N=C2C1)C)NC(=O)N1CCC=2C1=NC=CC2N2C[C@H](NCC2)C